N-piperidinethanol N1(CCCCC1)CCO